diethyl (methylthiomethyl) phosphonate CCOP(=O)(CSC)OCC